CC1=NC(=CC=C1NC(OC(C)(C)C)=O)C1=C(C(=NO1)C)CNC1=NC=CC(=N1)C1=CC=CC2=CC=CC=C12 tert-butyl (2-methyl-6-(3-methyl-4-(((4-(naphthalen-1-yl)pyrimidin-2-yl)amino)methyl)isoxazol-5-yl)pyridin-3-yl)carbamate